2,2'-dihydroxy-4-(3-acryloxy-2-hydroxypropoxy)benzophenone OC1=C(C(=O)C2=C(C=CC=C2)O)C=CC(=C1)OCC(COC(C=C)=O)O